CC(C)[C@@H](C(=O)N[C@@H](CC(=O)O)C(=O)O)NC(=O)[C@H](CC1=CC=CC=C1)N The molecule is a tripeptide composed of L-phenylalanine, L-valine, and L-aspartic acid joined by peptide linkages. It has a role as a metabolite. It derives from a L-phenylalanine, a L-valine and a L-aspartic acid.